S1C(=CC=C1C=1OC2=C(N1)C=C(C=C2)C(C)(C)C)C=2OC1=C(N2)C=C(C=C1)C(C)(C)C 2,5-thiophenediyl-bis(5-tert-butyl-1,3-benzoxazole)